OC1=C(C(=O)O)C=C(C=C1)NCC1=CC=C(C=C1)C1=CC=C(C=C1)O 2-Hydroxy-5-(((4'-hydroxy-[1,1'-biphenyl]-4-yl)methyl)amino)benzoic acid